N-(6-chloro-4-(propan-2-yl)-1,5-naphthyridin-3-yl)-N'-(5-(trifluoromethyl)pyridin-3-yl)urea ClC=1N=C2C(=C(C=NC2=CC1)NC(=O)NC=1C=NC=C(C1)C(F)(F)F)C(C)C